9-chloro-7-(3-fluoropyridin-2-yl)-5H-pyrimido[5,4-d][2]benzazepin ClC1=CC2=C(C3=C(CN=C2C2=NC=CC=C2F)C=NC=N3)C=C1